(S)-4,4-difluoro-1-(2-((S)-3-((6-methoxyquinolin-4-yl)oxy)pyrrolidin-1-yl)acetyl)pyrrolidine-2-carbonitrile FC1(C[C@H](N(C1)C(CN1C[C@H](CC1)OC1=CC=NC2=CC=C(C=C12)OC)=O)C#N)F